CC1=C(C(=O)NC2=CS(C=C2)=O)C=CC=C1 2-methyl-N-(1-oxothien-3-yl)benzamide